2-(4,4-difluoro-3-(5-(morpholino-methyl)-6-oxo-1,6-dihydropyridin-3-yl)piperidin-1-yl)-N-(5-(4-fluorophenoxy)pyridin-2-yl)propanamide FC1(C(CN(CC1)C(C(=O)NC1=NC=C(C=C1)OC1=CC=C(C=C1)F)C)C1=CNC(C(=C1)CN1CCOCC1)=O)F